C(=O)(OCCCCCCCCCCCCCCCC)OC(=O)OCCCCCCCCCCCCCCCC di(hexadecyl) dicarbonate